O=C1C(=CC(C2=CC=CC=C12)=O)N[C@@H](C(=O)NC1=CC(=CC=C1)OC)CC1=CC=CC=C1 (R)-2-((1,4-dioxo-1,4-dihydronaphthalen-2-yl)amino)-3-phenyl-N-(3-methoxyphenyl)-propanamide